7-methyl-7-(trifluoromethyl)-5H-furo[3,4-d]pyrimidine-2-carboxylic acid CC1(OCC2=C1N=C(N=C2)C(=O)O)C(F)(F)F